C1(CC1)C1=NOC(C1)CNC(=O)[C@H]1N(C[C@@H](C1)O)C([C@H](C(C)(C)C)N1N=NC(=C1)C1CC1)=O (2S,4r)-N-[(3-cyclopropyl-4,5-dihydroisoxazol-5-yl)methyl]-1-[(2S)-2-(4-cyclopropyltriazol-1-yl)-3,3-dimethyl-butyryl]-4-hydroxy-pyrrolidine-2-carboxamide